ClC=1C(=NC2=CC(=CC=C2C1)CCC1=C[C@H]([C@H]2[C@@H]1OC(O2)(C)C)N2C=CC1=C2N=CN=C1Cl)N 3-Chloro-7-(2-((3aS,4R,6aR)-4-(4-chloro-7H-pyrrolo[2,3-d]pyrimidin-7-yl)-2,2-dimethyl-3a,6a-dihydro-4H-cyclopenta[d][1,3]dioxol-6-yl)ethyl)quinolin-2-amine